C(#N)C1=CNC2=C(C=CC(=C12)C)C1=C(C=CC(=C1)S(=O)(=O)N1CCOCC1)S(=O)(=O)N (3-cyano-4-methyl-1H-indol-7-yl)-4-(morpholinosulfonyl)benzenesulfonamide